(S)-oxabutane-2-yl-methylamine O[C@@H](CC)NC